ClC1=CC(=C(C=C1)OC(=O)N1CCNCC1)C(NC1=CC=C(C=C1)[N+](=O)[O-])=O.[Ag]F.[Ag] silver-silver fluoride 4-chloro-2-((4-nitrophenyl)carbamoyl)phenyl-piperazine-1-carboxylate